C([C@@H](O)C)(=O)O.[Na] sodium L-lactic acid